2H-5,9-epiminocycloocta[c]pyrazole-10-carboxylate N=1NC=C2C1C1=CC=CC(=C2)N1C(=O)[O-]